C1(CCC1)CN1C(=C(C2=CC=C(C=C12)C(=O)O)CC1=CC(=NC=C1)OC)C 1-(cyclobutylmethyl)-3-((2-methoxypyridin-4-yl)methyl)-2-methyl-1H-indole-6-carboxylic acid